NC(C(=O)NC1=CC=C(C=C1)C=1C(=NNC1C)C)=C(C1CC1)C1CC1 (2S)-2-amino-3,3-dicyclopropyl-N-[4-(3,5-dimethyl-1H-pyrazol-4-yl)phenyl]propenamide